tert-butyl (2R)-4-fluoro-6-hydroxy-2-{[(2-methylpropyl)amino]methyl}-5-(1,1,4-trioxo-1λ6,2,5-thiadiazolidin-2-yl)-2,3-dihydro-1H-indole-1-carboxylate FC1=C2C[C@@H](N(C2=CC(=C1N1S(NC(C1)=O)(=O)=O)O)C(=O)OC(C)(C)C)CNCC(C)C